5-(phenylamino)-2-(benzenesulfonyl)penta-2,4-dienoic acid octyl ester C(CCCCCCC)OC(C(=CC=CNC1=CC=CC=C1)S(=O)(=O)C1=CC=CC=C1)=O